tert-butyl (E)-4-(4-(2-((4-aminobut-2-en-1-yl)amino)-5-carbamoyl-3-nitrophenoxy)but-2-yn-1-yl)piperidine-1-carboxylate NC/C=C/CNC1=C(OCC#CCC2CCN(CC2)C(=O)OC(C)(C)C)C=C(C=C1[N+](=O)[O-])C(N)=O